[Na].CC=1C=C(N)C=CC1 3-methylaniline sodium salt